8-fluoro-6-(5-fluoropyridin-2-yl)-2-[(4S)-4-[[6-oxo-5-(trifluoromethyl)-1H-pyridazin-4-yl]amino]pentyl]isoquinolin-1-one FC=1C=C(C=C2C=CN(C(C12)=O)CCC[C@H](C)NC=1C=NNC(C1C(F)(F)F)=O)C1=NC=C(C=C1)F